BrC(C)C=1C=C(C=C2C(C(=C(OC12)N1CCC(CC1)(C)C)C)=O)F 8-(1-bromoethyl)-2-(4,4-dimethylpiperidin-1-yl)-6-fluoro-3-methyl-4H-chromen-4-one